(R)-N-(1-(4-methoxyphenyl)ethyl)-N-(2-(4-(methylsulfonyl)piperazin-1-yl)ethyl)-3,3-diphenylprop-2-en-1-amine COC1=CC=C(C=C1)[C@@H](C)N(CC=C(C1=CC=CC=C1)C1=CC=CC=C1)CCN1CCN(CC1)S(=O)(=O)C